(E)-5-(4-chlorobenzyl)-6-(4-chlorophenylvinyl)-3-(3-hydroxypropyl)-1-methyl-1,5-dihydro-2H-pyrrolo[3,2-d]pyrimidine-2,4(3H)-dione ClC1=CC=C(CN2C(=CC=3N(C(N(C(C32)=O)CCCO)=O)C)\C=C\C3=CC=C(C=C3)Cl)C=C1